ClC1=C(C(=CC(=C1)F)Cl)NC=1N(C2=NC(=NC=C2N1)N[C@@H]1[C@H](CCC1)O)C1CCC(CC1)C(=O)N (1R,4s)-4-(8-(2,6-dichloro-4-fluorophenylamino)-2-((1S,2S)-2-hydroxycyclopentylamino)-9H-purin-9-yl)cyclohexanecarboxamide